CC=1NN=C2C(=CC(=CC12)C(=O)N1CCC2(CC1)CC1=C(N=C(S1)C1(CC1)C)C(C2)=O)C 1'-(3,7-dimethyl-2H-indazole-5-carbonyl)-2-(1-methylcyclopropyl)-5H-spiro[benzo[d]thiazole-6,4'-piperidin]-4(7H)-one